trans-tert-butyl 2-(4-((4-(2-fluoro-4-nitrophenyl)piperazin-1-yl)methyl)cyclohexyl)acetate FC1=C(C=CC(=C1)[N+](=O)[O-])N1CCN(CC1)C[C@@H]1CC[C@H](CC1)CC(=O)OC(C)(C)C